Cis-4-ethynyl-2,6-dimethyltetrahydro-2H-pyran C(#C)C1CC(OC(C1)C)C